C(C)C(CC(C(C(=O)[O-])S(=O)(=O)O)(C(=O)[O-])CC(CCCC)CC)CCCC.C[N+]1=C(C(C2=CC=CC=C12)(C)C)C=CC1=C(N(C2=CC=CC=C12)C)C1=CC=CC=C1.C[N+]1=C(C(C2=CC=CC=C12)(C)C)C=CC1=C(N(C2=CC=CC=C12)C)C1=CC=CC=C1 1,3,3-trimethyl-2-[2-(1-methyl-2-phenyl-1H-indol-3-yl)ethenyl]-3H-indolium bis(2-ethylhexyl)sulfosuccinate